(2S,4R)-1-[(2S)-2-(4-cyclopropyltriazol-1-yl)-3,3-dimethyl-butanoyl]-4-hydroxy-N-[1-methyl-1-(4-methylpyrimidin-2-yl)ethyl]pyrrolidine-2-carboxamide C1(CC1)C=1N=NN(C1)[C@H](C(=O)N1[C@@H](C[C@H](C1)O)C(=O)NC(C)(C1=NC=CC(=N1)C)C)C(C)(C)C